CC1=CC=C(C=C1)S(=O)(=O)OC(CF)CF 1,3-difluoropropan-2-yl p-toluenesulfonate